BrC1=CC=C(C=C1)C=1N=C(SC1)NC(C1=C(C=C(C=C1)F)NOC1COCC1)=O N-(4-(4-Bromophenyl)thiazol-2-yl)-4-fluoro-2-(((tetrahydrofuran-3-yl)oxy)amino)benzamide